COC(=O)C=1C=C2C(=NC1)C(=CN2C)Br 3-bromo-1-methyl-1H-pyrrolo[3,2-b]Pyridine-6-carboxylic acid methyl ester